7-(2,6-dioxopiperidin-3-yl)-3'-methyl-6-oxo-7,8-dihydro-2H,6H-spiro[furo[2,3-e]isoindole-3,4'-piperidine]-1'-carboxylic acid tert-butyl ester C(C)(C)(C)OC(=O)N1CC(C2(CC1)COC1=C3CN(C(C3=CC=C12)=O)C1C(NC(CC1)=O)=O)C